CN([C@@H]1CN(CCC1)C1=CC(=C(C=C1)N1C(=NC(=C1)C1=NC(=NC=C1C(F)(F)F)NC1CCN(CC1)S(=O)(=O)C)C)F)C (S)-4-(1-(4-(3-(Dimethylamino)piperidin-1-yl)-2-fluorophenyl)-2-methyl-1H-imidazol-4-yl)-N-(1-(methylsulfonyl)piperidin-4-yl)-5-(trifluoromethyl)pyrimidin-2-amine